NC1=C(C=C2C(=N1)OC1=C(C2=O)C=C(C=C1)C(C)C)C(=O)O 2-amino-7-isopropyl-5-oxo-5H-[1]benzopyrano[2,3-b]-pyridine-3-carboxylic acid